N-Cyclopropyl-4-(3-isopropyl-2-(8-methyl-[1,2,4]triazolo[1,5-a]pyridin-6-yl)-1H-indol-5-yl)cyclohexan-1-amin C1(CC1)NC1CCC(CC1)C=1C=C2C(=C(NC2=CC1)C=1C=C(C=2N(C1)N=CN2)C)C(C)C